N-(1-((2-fluorobenzyl)oxy)-2-methylpropan-2-yl)thieno[3,2-b]pyridine-6-carboxamide FC1=C(COCC(C)(C)NC(=O)C=2C=C3C(=NC2)C=CS3)C=CC=C1